CN(C1(CCC2(CN(C(N2CC2(CCC2)C#N)=O)CC2=CC=C(C=C2)OC)CC1)C1=CC=CC=C1)C 1-((cis-8-(dimethylamino)-3-(4-methoxybenzyl)-2-oxo-8-phenyl-1,3-diazaspiro[4.5]decan-1-yl)methyl)cyclobutanecarbonitrile